[1,1'-binaphthalene]-2,2'-diyl bis(4'-((E)-(4-(heptyloxy)phenyl)diazenyl)-[1,1'-biphenyl]-4-carboxylate) C(CCCCCC)OC1=CC=C(C=C1)/N=N/C1=CC=C(C=C1)C1=CC=C(C=C1)C(=O)OC1=C(C2=CC=CC=C2C=C1)C1=C(C=CC2=CC=CC=C12)OC(=O)C1=CC=C(C=C1)C1=CC=C(C=C1)\N=N\C1=CC=C(C=C1)OCCCCCCC